N1-(cyclopentylmethyl)-N1-methylbenzene-1,2-diamine C1(CCCC1)CN(C=1C(=CC=CC1)N)C